N-(4-chloro-6-fluoro-3-pyridinyl)carbamic acid tert-butyl ester C(C)(C)(C)OC(NC=1C=NC(=CC1Cl)F)=O